O1C(=CC=C1)C(=O)N1N=C(C(=C1SCC1=CC=CC=C1)C)C1C(N(C1)C(=O)N1CC(CC1)O)C 4-({[1-(Furan-2-carbonyl)-3-[1-(3-hydroxypyrrolidin-1-carbonyl)-2-methylazetidin-3-yl]-4-methyl-1H-pyrazol-5-yl]sulfanyl}methyl)benzol